6-(5-chloro-7-methoxy-2,3-diphenylpyrazolo[1,5-a]pyrimidin-6-yl)-3,4-dihydro-2H-benzo[b][1,4]oxazine ClC1=NC=2N(C(=C1C1=CC3=C(OCCN3)C=C1)OC)N=C(C2C2=CC=CC=C2)C2=CC=CC=C2